C(C=C)(=O)OCC(CO)(C)C 3-hydroxy-2,2-dimethylpropyl acrylate